ethyl 2-(2-((7-(2-((1,1-dimethylethylsulfinamido)methyl)-3-fluoropyridin-4-yl)-2-fluorobenzofuran-5-yl)methoxy)-5-fluorophenyl)acetate CC(C)(S(=O)NCC1=NC=CC(=C1F)C1=CC(=CC=2C=C(OC21)F)COC2=C(C=C(C=C2)F)CC(=O)OCC)C